C(CCCCCCC)OC(CC/C=C/CCO)OCCCCCCCC (3E)-7,7-dioctyloxy-3-hepten-1-ol